FC1(OC2=C(O1)C=CC=C2S(=O)(=O)N2C=C(C=C2C2=C(C=CC=C2)F)CN(C(OC(C)(C)C)=O)C)F tert-butyl N-({1-[(2,2-difluoro-1,3-benzodioxol-4-yl)sulfonyl]-5-(2-fluorophenyl)-1H-pyrrol-3-yl}methyl)-N-methylcarbamate